C(C1=CC=CC=C1)N1CCC(CC1)CCNC(=O)N1[C@@H](CN(C[C@@H]1C)C1=NC=C(C=C1F)F)C (2R,6S)-N-[2-(1-benzylpiperidin-4-yl)ethyl]-4-(3,5-difluoropyridin-2-yl)-2,6-dimethylpiperazine-1-carboxamide